BrC1=CC(=C2C(=NNC2=C1)I)C(F)F 6-bromo-4-(difluoromethyl)-3-iodo-1H-indazole